N-(2-fluoro-3-(2-(3-methyl-3,8-diazabicyclo[3.2.1]octan-8-yl)-5-(2-(methylthio)pyrimidin-4-yl)thiazol-4-yl)-phenyl)acetamide FC1=C(C=CC=C1C=1N=C(SC1C1=NC(=NC=C1)SC)N1C2CN(CC1CC2)C)NC(C)=O